[PH2](=O)O.C(C1=CC=CC=C1)(=N)N benzamidine hypophosphite